FC(C1=NC(=NO1)C1=CC=C(C=C1)CNS(=O)(=O)\C=C\C)(F)F (E)-N-[[4-[5-(trifluoromethyl)-1,2,4-oxadiazol-3-yl]phenyl]methyl]prop-1-ene-1-sulfonamide